CC1(C(C(C2CC=CC=C12)(C)C)C)C 1,1,2,3,3-pentamethyl-dihydroindane